CN(C(/C=C/CC[C@@H](C(NC=1C(N(C=CC1)CC1=CC2=NC=C(C(=C2N1)CC(C)C)F)=O)=O)NC(OCCN(C)C)=O)=O)C 2-(dimethylamino)ethyl N-[(E,1S)-6-(dimethylamino)-1-[[1-[(6-fluoro-7-isobutyl-1H-pyrrolo[3,2-b]pyridin-2-yl)methyl]-2-oxo-3-pyridyl]carbamoyl]-6-oxo-hex-4-enyl]carbamate